S-(4-isopropylphenyl) 5,7-dimethoxy-2-oxo-2H-chromene-3-carbothioate COC1=C2C=C(C(OC2=CC(=C1)OC)=O)C(SC1=CC=C(C=C1)C(C)C)=O